CC1(CN(CCN1)C=1C=CC=2N(C(C=C(N2)C2=NN3C(C(=NC(=C3)C)C)=C2)=O)C1)C 7-(3,3-dimethylpiperazin-1-yl)-2-(4,6-dimethylpyrazolo[1,5-a]pyrazin-2-yl)-4H-pyrido[1,2-a]pyrimidin-4-one